(S)-N-(4-((3-(dimethylamino)pyrrolidin-1-yl)methyl)-3-(trifluoromethyl)phenyl)-4-methyl-3-(2-(pyrazolo[1,5-a]pyrimidin-6-yl)ethynyl)benzamide CN([C@@H]1CN(CC1)CC1=C(C=C(C=C1)NC(C1=CC(=C(C=C1)C)C#CC=1C=NC=2N(C1)N=CC2)=O)C(F)(F)F)C